CC(C(COCCCCCCCC)N)(OCCCCCCCC\C=C/CCCCCCCC)C dimethyl-1-[(9Z)-octadecan-9-en-1-yloxy]-3-(octyloxy)propan-2-amine